FC=1C=C(C=CC1F)N1C([C@@H]2C([C@@H]2[C@H]1C1=NC2=C(N1C1CCC(CC1)OC)C=CC(=C2)C=2C(=NOC2C)C)(C)C)=O (1S,4S,5R)-3-(3,4-difluorophenyl)-4-(5-(3,5-dimethylisoxazol-4-yl)-1-((1r,4S)-4-methoxycyclohexyl)-1H-benzo[d]imidazol-2-yl)-6,6-dimethyl-3-azabicyclo[3.1.0]hexan-2-one